BrC=1C(=C(C(=CC1)C)CC(=O)OC)C methyl 2-(3-bromo-2,6-dimethylphenyl)acetate